ClC=1N=C(C2=C(N1)C(=CS2)C)N2CCC(CC2)NC(OC(C)(C)C)=O tert-butyl (1-(2-chloro-7-methylthieno[3,2-d]pyrimidin-4-yl)piperidin-4-yl)carbamate